2-isopropoxy-5-methyl-4-(piperidine-4-yl)aniline hydrochloride Cl.C(C)(C)OC1=C(N)C=C(C(=C1)C1CCNCC1)C